OCCNCC(CCCCCCCCCCCCCCCC)O N-hydroxyethyl-N-(2-hydroxyoctadecyl)amine